(R)-Piperidin-1-yl(1,2,3,4-tetrahydroquinolin-2-yl)methanone N1(CCCCC1)C(=O)[C@@H]1NC2=CC=CC=C2CC1